NC(C(=O)O)(CCC1=CC=C(C=C1)O)C 2-amino-4-(4-hydroxyphenyl)-2-methylbutanoic acid